(2-(3,4-dimethoxyphenyl)-3-ethyl-1H-indol-5-yl)(4-(pyrimidin-2-yl)-1,4-diazepan-1-yl)methanone COC=1C=C(C=CC1OC)C=1NC2=CC=C(C=C2C1CC)C(=O)N1CCN(CCC1)C1=NC=CC=N1